BrC1=CC=C2C(=NN(C2=C1F)C)NCCC(=O)O 3-[(6-Bromo-7-fluoro-1-methylindazol-3-yl)amino]propanoic acid